(1S,2S)-N-(6-bromo-8-chloroisoquinolin-3-yl)-2-fluorocyclopropane-1-carboxamide BrC=1C=C2C=C(N=CC2=C(C1)Cl)NC(=O)[C@H]1[C@H](C1)F